COC=1C=C(C=CC1)C(C[Se]C1=CC=CC=C1)=O 1-(3-methoxyphenyl)-2-(phenylseleno)ethan-1-one